(2R,4R)-6,7-difluoro-4-hydroxy-N-(3-{4-[5-(trifluoromethyl)pyridin-2-yl]-1H-pyrazol-1-yl}bicyclo[1.1.1]pentan-1-yl)-3,4-dihydro-2H-1-benzopyran-2-carboxamide FC=1C(=CC2=C([C@@H](C[C@@H](O2)C(=O)NC23CC(C2)(C3)N3N=CC(=C3)C3=NC=C(C=C3)C(F)(F)F)O)C1)F